COC1=C(CN(C=2OC3=C(C=NC=C3N3CCOCC(C3)C(=O)N3[C@H](C4=C(C=C(C=C4CC3)Cl)Cl)C)N2)CC2=C(C=C(C=C2)OC)OC)C=CC(=C1)OC (4-(2-(bis(2,4-dimethoxybenzyl)amino)oxazolo[4,5-c]pyridin-7-yl)-1,4-oxazepan-6-yl)((S)-6,8-dichloro-1-methyl-3,4-dihydroisoquinolin-2(1H)-yl)methanone